N~2~-hexyl-6,7-dimethoxy-N~4~-(1-methylpiperidin-4-yl)quinazoline-2,4-diamine C(CCCCC)NC1=NC2=CC(=C(C=C2C(=N1)NC1CCN(CC1)C)OC)OC